C1=CC(=C(C=C1Cl)[N+](=O)[O-])[N+](=O)[O-] 3,4-dinitrochlorobenzene